penta-acetyl-D-mannose C(C)(=O)[C@@]([C@]([C@@]([C@@](C(=O)C(C)=O)(O)C(C)=O)(O)C(C)=O)(O)C(C)=O)(O)CO